C(C)(C)(C)[C@H]1OC2=C(CN3C1CNCC3)C(=NC(=C2Cl)C2=C(C=CC=C2)F)C(N(C)C(C)C)=O tert-Butyl-(R)-4-chloro-3-(2-fluorophenyl)-1-(isopropyl(methyl)carbamoyl)-6a,7,9,10-tetrahydro-6H-pyrazino[2,1-c]pyrido[3,4-f][1,4]oxazepine